(S)-1-phenyl-2-(pyridin-2-yl)ethanamine C1(=CC=CC=C1)[C@H](CC1=NC=CC=C1)N